6-propyl-1,6-octadiene C(CC)C(CCCC=C)=CC